COC1=CC=C(C=C1)C1=CC2=C(C=C1)C1=CC=C(C=C1C21C2=CC=C(C=C2OC=2C=C(C=CC12)OCCO)OCCO)C1=CC=C(C=C1)OC 2,2'-((2,7-bis(4-methoxyphenyl)spiro[fluorene-9,9'-xanthene]-3',6'-diyl)bis(oxy))diethanol